2-propyloctyl 8-hydroxyoctanoate OCCCCCCCC(=O)OCC(CCCCCC)CCC